Cl.FC(CN)(F)F 2,2,2-trifluoroethaneamine hydrochloride